O=C1NC(CCC1C1=C(C=CC=2NC(N(C21)C)=O)C=O)=O (2,6-dioxo-3-piperidyl)-3-methyl-2-oxo-benzimidazole-5-carbaldehyde